OC1=CC=C(C=C1)C=1[C@@H](OC2=C(C1C)C=CC(=C2)O)C2=CC=C(C=C2)OCCN2C[C@@H](CC2)C (S)-3-(4-hydroxyphenyl)-4-methyl-2-(4-(2-((R)-3-methylpyrrolidin-1-yl)ethoxy)phenyl)-2H-benzopyran-7-ol